N-[(1S)-2-[[1-[1-(3-chloro-6-oxo-1H-pyridazin-5-yl)ethyl]-3-fluoro-pyrazol-4-yl]amino]-1-(4,4-difluorocyclohexyl)-2-oxo-ethyl]-2-[2-fluoro-1-(fluoromethyl)ethyl]pyrazole-3-carboxamide ClC1=NNC(C(=C1)C(C)N1N=C(C(=C1)NC([C@H](C1CCC(CC1)(F)F)NC(=O)C=1N(N=CC1)C(CF)CF)=O)F)=O